[5-(4-fluorobenzoyl)benzimidazol-2-yl]carbamic acid methyl ester COC(NC=1NC2=C(N1)C=CC(=C2)C(C2=CC=C(C=C2)F)=O)=O